C(C)(C)(C)OC(=O)N(C1=NC=CC(=C1)C=1OC=C(N1)C(=O)NC=1C(=NN(C1)C1=CC=C(C=C1)CN(C(OC(C)(C)C)=O)CCCCC=O)C(F)F)CC1CC1 Tert-butyl N-[[4-[4-[[2-[2-[tert-butoxycarbonyl(cyclopropylmethyl)amino]-4-pyridyl]oxazole-4-carbonyl]amino]-3-(difluoromethyl)pyrazol-1-yl]phenyl]methyl]-N-(5-oxopentyl)carbamate